NC1=C(C(=O)OC)C=C(C=C1)N(C(=O)OC(C)(C)C)CCC[C@@H](C(=O)OC)N(C(=O)OC(C)(C)C)C(=O)OCC1=CC=CC=C1 Methyl (S)-2-amino-5-((4-(((benzyloxy)carbonyl)(tert-butoxycarbonyl)amino)-5-methoxy-5-oxopentyl)(tert-butoxycarbonyl)amino)benzoate